ClC1=NC=CC2=CC=C(C=C12)C1=NOC(=N1)C 3-(1-chloro-7-isoquinolinyl)-5-methyl-1,2,4-oxadiazole